Br[Zn]CC(=O)OCC bromo-(2-ethoxy-2-oxo-ethyl)zinc